1-(7,8-dihydroxyquinazoline-4-yl)piperidine-4-carboxylic acid ethyl ester C(C)OC(=O)C1CCN(CC1)C1=NC=NC2=C(C(=CC=C12)O)O